N-(3-chloro-2-fluoro-4-(oxazol-5-yl)phenyl)chromane-3-carboxamide ClC=1C(=C(C=CC1C1=CN=CO1)NC(=O)C1COC2=CC=CC=C2C1)F